N(=[N+]=[N-])C1=CC=C(OC2COC2)C=C1 3-(4-azidophenoxy)oxetane